C1=CN(C(=O)NC1=O)[C@H]2[C@@H]([C@@H]([C@H](O2)COP(=O)([O-])OP(=O)([O-])[O-])O)O The molecule is a nucleoside 5'-diphosphate(3-) arising from deprotonation of the diphosphate OH groups of uridine 5'-diphosphate (UDP); major species at pH 7.3. It has a role as a human metabolite and a Saccharomyces cerevisiae metabolite. It is a conjugate base of an UDP.